((6-chloro-2-(4-methylpiperazin-1-yl)pyrido[3,4-d]pyrimidin-4-yl)amino)-N-(2-methoxyphenyl)ethane-1-sulphonamide ClC1=CC2=C(N=C(N=C2NC(C)S(=O)(=O)NC2=C(C=CC=C2)OC)N2CCN(CC2)C)C=N1